C(N1[C@H](CCC1)CC1=CNC2=CC=CC(=C12)OCP(O)(O)=O)([2H])([2H])[2H] (R)-(((3-((1-(methyl-d3)pyrrolidin-2-yl)methyl)-1H-indol-4-yl)oxy)meth-yl)phosphonic acid